2-(1-(3,3-dimethylcyclohexyl) ethoxy)-2-methylpropyl cyclopropanecarboxylate C1(CC1)C(=O)OCC(C)(C)OC(C)C1CC(CCC1)(C)C